methylphosphonolysine COP(=O)(O)N[C@@H](CCCCN)C(=O)O